CC1(NCC1)C#N 2-Methylazetidine-2-carbonitrile